O=C1NC(CCC1N1C(C2=CC(=C(C=C2C1)CN1CCN(CC1)C1=CC=C2CN(C(C2=C1)=O)C(C(=O)NC=1SC=CN1)C1=C(C=CC(=C1)F)O)F)=O)=O 2-(6-(4-((2-(2,6-dioxopiperidin-3-yl)-6-fluoro-1-oxoisoindolin-5-yl)methyl)piperazine-1-yl)-1-oxoisoindoline-2-yl)-2-(5-fluoro-2-hydroxyphenyl)-N-(thiazol-2-yl)acetamide